6-(m-tolylamino)pyrimidin C1(=CC(=CC=C1)NC1=CC=NC=N1)C